C1(=CC=CC=C1)P(C(C1=C(C=C(C=C1C)C)C)=O)(C1=CC=CC=C1)=O Diphenyl-(2,4,6-trimethylbenzoyl)-phosphin oxid